C12(C=CC3=CC=C(C=C13)O)C=CC1=CC=C(C=C12)O spirobi[indene]-6,6'-diol